2-(p-cumyl-phenoxy)-ethyl acrylate C(C=C)(=O)OCCOC1=CC=C(C=C1)C(C)(C)C1=CC=CC=C1